C(C)S(=O)(=O)C1=CC=C(CC=2N(C3=CC=C(C=C3C2)C(=O)N)CC2=C(C=CC(=C2)F)OC(C)C)C=C1 (4-(Ethylsulfonyl)benzyl)-1-(5-fluoro-2-isopropoxybenzyl)-1H-indole-5-carboxamide